C(C1=CC=CC=C1)(=O)C=1C=C(C=CC1)C(C(=O)ONC(OCC(Cl)(Cl)Cl)=O)C 2,2,2-trichloroethyl ((2-(3-benzoylphenyl)propanoyl)oxy)carbamate